bis-(di-t-butylphenyl)iodonium C(C)(C)(C)C=1C(=C(C=CC1)[I+]C1=C(C(=CC=C1)C(C)(C)C)C(C)(C)C)C(C)(C)C